2,4,6-tris{[(6-aminopyridazin-3-yl)amino]methylene}benzene-1,3,5-trione NC1=CC=C(N=N1)NC=C1C(C(C(C(C1=O)=CNC=1N=NC(=CC1)N)=O)=CNC=1N=NC(=CC1)N)=O